F[C@H]1[C@@H]2CCCCN[C@H]12 (1S,7R,8S)-8-fluoro-2-azabicyclo[5.1.0]octane